NC12CCC(CC1)(C2)N2C(=C(C1=C2N=CN=C1N)C=1C=NC2=CC=CC=C2C1)C#C 7-(4-aminobicyclo-[2.2.1]heptan-1-yl)-6-ethynyl-5-(quinolin-3-yl)-7H-pyrrolo[2,3-d]pyrimidine-4-amine